(S)-1-(8-(2,4-dichlorophenyl)-9-(4-((1-(3-fluoropropyl)pyrrolidin-3-yl)oxy)phenyl)-6,7-dihydro-5H-benzo[7]annulen-3-yl)-3-methoxy-1,5-dihydro-2H-pyrrol ClC1=C(C=CC(=C1)Cl)C=1CCCC2=C(C1C1=CC=C(C=C1)O[C@@H]1CN(CC1)CCCF)C=CC(=C2)N2CC(=CC2)OC